C(CC(O)(C(=O)[O-])CC(=O)[O-])(=O)[O-].C(CC(O)(C(=O)[O-])CC(=O)[O-])(=O)[O-].[Mg+2].[Mg+2].[Mg+2].ClC=1C=C(N)C=C(C1OC1=NC=NC(=C1F)NC(C)C)Cl 3,5-Dichloro-4-((5-fluoro-6-isopropylaminopyrimidin-4-yl)oxy)aniline trimagnesium di-citrate